ClC=1C=NC2=C(C1)N(N=C2)COCC[Si](C)(C)C 6-chloro-1-(2-trimethylsilylethoxy)methylpyrazolopyridine